CC1CCC(N(C1)C(C(=O)N)=O)C1=CN=CO1 2-(5-Methyl-2-oxazol-5-yl-1-piperidyl)-2-oxo-acetamide